2-(methylamino)ethanol CNCCO